Mono-n-hexylether C(CCCCC)OCCCCCC